tert-butyl (3S)-3-[[4-[6-[1-(difluoromethyl) pyrazol-3-yl]-1H-indol-3-yl]-5-(trifluoromethyl)pyrimidin-2-yl]amino]piperidine-1-carboxylate FC(N1N=C(C=C1)C1=CC=C2C(=CNC2=C1)C1=NC(=NC=C1C(F)(F)F)N[C@@H]1CN(CCC1)C(=O)OC(C)(C)C)F